SCC(C(=O)NC1=C(C(=O)O)C=CC=C1)C 2-(3-mercapto-2-methylpropanamido)benzoic acid